1-(6-((R)-3-amino-1-(4-((6-amino-9H-purin-9-yl)methyl)-6-(3,4-difluorophenyl)pyridin-3-yl)piperidin-3-yl)-2-fluoropyridin-3-yl)ethan-1-ol N[C@]1(CN(CCC1)C=1C=NC(=CC1CN1C2=NC=NC(=C2N=C1)N)C1=CC(=C(C=C1)F)F)C1=CC=C(C(=N1)F)C(C)O